ethyl 6-(4-chloro-2-fluoro-phenyl)-2-[(2R,6S)-2-cyclopropyl-6-(1-cyclopropylpyrazol-4-yl)morpholin-4-yl]-5-formyl-pyrimidine-4-carboxylate ClC1=CC(=C(C=C1)C1=C(C(=NC(=N1)N1C[C@H](O[C@H](C1)C=1C=NN(C1)C1CC1)C1CC1)C(=O)OCC)C=O)F